FC=1C(=C(C=CC1F)C(=O)N1CC(C1)([C@H]1NCCCC1)O)NC1=C(C=C(C=C1)I)F [3,4-difluoro-2-(2-fluoro-4-iodoanilino)phenyl]-[3-hydroxy-3-[(2S)-piperidin-2-yl]azetidin-1-yl]methanone